(S)-2-(2,5-dichlorobenzoylamino)-3-(3-(methylamino)phenyl)propanoic acid ClC1=C(C(=O)N[C@H](C(=O)O)CC2=CC(=CC=C2)NC)C=C(C=C1)Cl